COC1=C(C=CC(=C1)C(F)(F)F)CC(=O)OC(C)(C)C tert-butyl 2-[2-methoxy-4-(trifluoromethyl)phenyl]acetate